C(C)(C)(C)OC(=O)N1CCN(CC1)C1=C(C(=NC2=C(C(=C(C=C12)Cl)Br)F)NC(C1=CC=CC=C1)C1=CC=CC=C1)C#N 4-(7-bromo-6-chloro-3-cyano-2-((benzhydryl)amino)-8-fluoroquinolin-4-yl)piperazine-1-carboxylic acid tert-butyl ester